[C@H](C)(CC)NCCC(=O)NC1=C(C2=C([C@H](N(CC2)C(=O)OC(C)(C)C)C)S1)C=1SC2=C(C=NC=C2)N1 tert-Butyl (R)-2-(3-(((S)-sec-butyl)amino)propanamido)-7-methyl-3-(thiazolo[4,5-c]pyridin-2-yl)-4,7-dihydrothieno[2,3-c]pyridine-6(5H)-carboxylate